5-chloro-2-methyl-6-difluoromethyl-N-((2-(4-methylphenyl)thiazol-4-yl)methyl)pyrimidine-4-amine ClC=1C(=NC(=NC1C(F)F)C)NCC=1N=C(SC1)C1=CC=C(C=C1)C